4-((R)-3-((cyclobutylmethyl)amino)piperidin-1-yl)-1-(1-(4-(5-(3-methyl-azetidin-1-yl)pyridin-3-yl)-1H-1,2,3-triazol-1-yl)ethyl)pyridin-2(1H)-one C1(CCC1)CN[C@H]1CN(CCC1)C1=CC(N(C=C1)C(C)N1N=NC(=C1)C=1C=NC=C(C1)N1CC(C1)C)=O